C1=C(C(CCC1)C(=O)[O-])C(=O)[O-] cyclohexene-2,3-dicarboxylate